C1(=C(C=CC=C1)C1(CC1)C(=O)Cl)C 1-(o-tolyl)cyclopropane-1-carboxylic chloride